tert-butyl (3S,5S)-3-[[4-[4-(4-amino-2,3-difluoro-phenoxy)-2-methyl-thiazol-5-yl]pyrimidin-2-yl]amino]-5-fluoro-piperidine-1-carboxylate NC1=C(C(=C(OC=2N=C(SC2C2=NC(=NC=C2)N[C@@H]2CN(C[C@H](C2)F)C(=O)OC(C)(C)C)C)C=C1)F)F